2-Bromo-N-(3-methoxyphenyl)acrylamide BrC(C(=O)NC1=CC(=CC=C1)OC)=C